ClC1=C(C(=C(C=2CC3=CC=CC=C3C12)C(=O)O)O)Cl Dichloro-hydroxy-fluorenic acid